P(O)(=O)(OP(=O)(O)OP(=O)(O)O)OC[C@@H]1[C@H]([C@H]([C@@H](O1)N1C(=O)N=C(N)C(=C1)I)O)O 5-Iodocytidine triphosphate